FC1=CC=C(C=N1)C1=NC(=C2C(=N1)N(N=C2)C2CCN(CC2)C(=O)OC(C)(C)C)NC(=O)C=2SC(=CC2)[N+](=O)[O-] tert-butyl 4-(6-(6-fluoropyridin-3-yl)-4-(5-nitrothiophene-2-carboxamido)-1H-pyrazolo[3,4-d]pyrimidin-1-yl)piperidine-1-carboxylate